COC1=CC=C(C=C1)CCNC p-methoxy-N-methylphenylethylamine